C(C1=CC=CC=C1)OC1=CC=C(C=C1)C(=O)C1=C(NC2=NC=CC=C21)CC (4-(benzyloxy)phenyl)(2-ethyl-1H-pyrrolo[2,3-b]pyridin-3-yl)methanone